C(#N)C1=C(C(=NC(=C1)C1=C(C=CC=C1)F)C(CCC(=O)O)=O)O 4-[4-Cyano-6-(2-fluoro-phenyl)-3-hydroxy-pyridin-2-yl]-4-oxo-butyric acid